[N+](=O)([O-])C1=CC=C(S1)C=NC1=C(C(=CS1)C(=O)O)C(=O)O 5-(5-nitrothiophene-2-yl)methyleneaminothiophene-3,4-dicarboxylic acid